Phenyl [(5-chloropyridin-2-yl)carbonyl]carbamate ClC=1C=CC(=NC1)C(=O)NC(OC1=CC=CC=C1)=O